N-(6-amino-5-methyl-3-pyridyl)-2-[(2R,5S)-5-methyl-2-[2-(methylamino)-1,3-benzothiazol-5-yl]-1-piperidyl]-2-oxo-acetamide NC1=C(C=C(C=N1)NC(C(=O)N1[C@H](CC[C@@H](C1)C)C=1C=CC2=C(N=C(S2)NC)C1)=O)C